1-(((tert-butoxycarbonyl)amino)methyl)cyclopropanecarboxylic acid C(C)(C)(C)OC(=O)NCC1(CC1)C(=O)O